N-[(1R)-1-[4-Methoxy-3-(1-methylpyrazol-4-yl)phenyl]ethyl]-2-methyl-5-(2-methyl-1,3,3a,4,6,6a-hexahydropyrrolo[3,4-c]pyrrol-5-yl)benzamide COC1=C(C=C(C=C1)[C@@H](C)NC(C1=C(C=CC(=C1)N1CC2C(C1)CN(C2)C)C)=O)C=2C=NN(C2)C